5-(imidazo[1,2-b]pyridazin-6-yl)-N-((tetrahydrofuran-2-yl)methyl)pyrrolo[2,1-f][1,2,4]triazin-2-amine N=1C=CN2N=C(C=CC21)C=2C=CN1N=C(N=CC12)NCC1OCCC1